5a,6,7,8,9,10-hexahydro-5H-4-oxa-3,10a,11,13,14-pentaaza-6,9-methanonaphtho[1,8-ab]heptalen-14-carboxylate C1=C2N=CN=C3C2=C(OCC2C4CCC(CN32)N4C(=O)[O-])N=C1